4-((4-((2-(2,6-dioxopiperidin-3-yl)-1,3-dioxoisoindolin-4-yl)glycyl)piperazin-1-yl)methyl)-N-(4-methyl-3-((4-(pyridin-3-yl)pyrimidin-2-yl)amino)phenyl)benzamide O=C1NC(CCC1N1C(C2=CC=CC(=C2C1=O)NCC(=O)N1CCN(CC1)CC1=CC=C(C(=O)NC2=CC(=C(C=C2)C)NC2=NC=CC(=N2)C=2C=NC=CC2)C=C1)=O)=O